dimethyl(4-methoxy-2-nitrobenzyloxy)phenylsilane C[Si](C1=CC=CC=C1)(OCC1=C(C=C(C=C1)OC)[N+](=O)[O-])C